4-{3-[4-cyano-3-(trifluoromethyl)phenyl]-5,5-dimethyl-4-oxo-2-thioxoimidazol-1-yl}-2-fluoro-N-methylbenzamide C(#N)C1=C(C=C(C=C1)N1C(N(C(C1=O)(C)C)C1=CC(=C(C(=O)NC)C=C1)F)=S)C(F)(F)F